(4S)-1-(2,2-Difluoropropoxy)-5,5-difluoro-3-methanesulfonyl-4H,5H,6H-cyclopenta[c]thiophen-4-ol FC(COC=1SC(=C2C1CC([C@H]2O)(F)F)S(=O)(=O)C)(C)F